2-(perfluoroethyl)benzimidazole FC(C(F)(F)F)(C=1NC2=C(N1)C=CC=C2)F